CC1=CC2=C(N=C(N=C2NCCCC2=CC=CC=C2)CS(=O)(=O)C)S1 6-methyl-2-((methylsulfonyl)methyl)-N-(3-phenylpropyl)thieno[2,3-d]pyrimidin-4-amine